(S)-(1-(3-chloro-5-ethoxybenzyl)pyrrolidin-3-yl)methanamine disuccinate C(CCC(=O)O)(=O)O.C(CCC(=O)O)(=O)O.ClC=1C=C(CN2C[C@@H](CC2)CN)C=C(C1)OCC